CN1N=CC(=C1)NC1=CC2=C(C=N1)C=C(N2)C#N 6-(1-methyl-1H-pyrazol-4-ylamino)-1H-pyrrolo[3,2-c]pyridine-2-carbonitrile